CNNC(=S)OC(C)C1=CC=C(C=C1)Cl methyl-([[1-(4-chlorophenyl)ethoxy]methanethioyl]amino)amine